succinic acid sodium benzenesulfonate C1(=CC=CC=C1)S(=O)(=O)[O-].[Na+].C(CCC(=O)O)(=O)O